C(C)(C)(C)N1CCN2N=C(C=C21)N=C=S 1-(tert-butyl)-6-isothiocyanato-2,3-dihydro-1H-imidazo[1,2-b]pyrazole